3-((2,3-dichloropyridin-4-yl)sulfanyl)propionic acid-2-ethylhexyl ester C(C)C(COC(CCSC1=C(C(=NC=C1)Cl)Cl)=O)CCCC